OC1=C(C=C(C=C1C(C)(C)C)C(C)(C)C)N1N=C2C(=N1)C=CC(=C2)Cl 2-(2'-hydroxy-3',5'-ditert-butylphenyl)-5-chlorobenzotriazole